3-((3,5-difluorophenyl)amino)-6-cyanobenzo[d]isothiazole 1,1-dioxide FC=1C=C(C=C(C1)F)NC1=NS(C2=C1C=CC(=C2)C#N)(=O)=O